CC1=NC2=CC(=CC=C2C=C1)[C@@H]1NC[C@H](CC1)C |r| 2-Methyl-7-[rac-(2R,5S)-5-methyl-2-piperidyl]quinoline